[Cl-].CC(C)C[O-].CC(C)C[O-].CC(C)C[O-].[Hf+4] Hafnium triisobutoxide chloride